Piperidine-4-carbonitrile, hydrochloride salt Cl.N1CCC(CC1)C#N